2-(3-methyl-4-chlorophenyl)-5-(1-methyl-1H-pyrazol-4-yl)-N4-(1,2,3,4-tetrahydroisoquinolin-7-yl)pyrimidine-2,4-diamine CC=1C=C(C=CC1Cl)C1(NC=C(C(=N1)NC1=CC=C2CCNCC2=C1)C=1C=NN(C1)C)N